COC=1C=C(C=CC1)C1=C(NC=2C1=NC=CC2)C2=C(C=NC=C2)OCCNC 2-({4-[3-(3-methoxyphenyl)-1H-pyrrolo[3,2-b]pyridin-2-yl]pyridin-3-yl}oxy)-N-methylethan-1-amine